NCCCNC(C1=C(C=C(C=C1)NC=1C=2N(C=CN1)C(=CN2)C=2C(=NNC2)C(F)(F)F)CC)=O N-(3-aminopropyl)-2-ethyl-4-[[3-[3-(trifluoromethyl)-1H-pyrazol-4-yl]imidazo[1,2-a]pyrazin-8-yl]amino]benzamide